C(C)(C)(C)C(=O)N[C@@H](CCCCN)C(=O)O tert-butylcarbonyl-L-lysine